(2-cyclopropyl-4-(6-fluoro-3,4-dihydroisoquinolin-2(1H)-yl)-6-methylphenyl)-3,3-dimethylbutylamine C1(CC1)C1=C(C(=CC(=C1)N1CC2=CC=C(C=C2CC1)F)C)NCCC(C)(C)C